CC1=CC=CC(=N1)C1=NC=CC(=N1)NC1=NC(=NC=C1)NC=1C=C(SC1)C(=O)OC[C@H]1NCCCC1 [(2S)-2-piperidyl]methyl 4-[[4-[[2-(6-methyl-2-pyridyl)pyrimidin-4-yl]amino]pyrimidin-2-yl]amino]thiophene-2-carboxylate